CN(C=1C(=NC=CN1)CNC1=NC(=NC=C1C(F)(F)F)NC=1C=C(C=CC1)NC(C)=O)S(=O)(=O)C N-[3-({4-[({3-[methyl(methylsulfonyl)amino]pyrazin-2-yl}methyl)amino]-5-(trifluoromethyl)pyrimidin-2-yl}amino)phenyl]acetamide